BrC1=CC=CC2=C1CCCCC2=O 1-bromo-6,7,8,9-tetrahydro-5H-benzo[7]annulen-5-one